C(CCCC)OOC(C(C)(C)C)=O Peroxypivalic acid amyl ester